3-cyano-1-fluorothienylmethyl-1H-pyrazolo[3,4-B]pyridine C(#N)C1=C(S(C=C1)F)CN1N=CC=2C1=NC=CC2